7-(2-((3-ethyl-1-(1-(2-hydroxyethyl)piperidin-4-yl)-1H-pyrazol-4-yl)amino)-5-(trifluoromethyl)pyrimidin-4-yl)-2,3-dihydro-5H-thieno[3,2-e][1,4]oxathiepine 1,1-dioxide C(C)C1=NN(C=C1NC1=NC=C(C(=N1)C1=CC=2S(CCOCC2S1)(=O)=O)C(F)(F)F)C1CCN(CC1)CCO